FC1=CC=C(C=C1)C(N1CCN(CC1)C1=C(C=C(C(=O)N)C=C1)NC(=O)NC1=CC=C(C=C1)N(C)C)C1=CC=C(C=C1)F 4-[4-[bis(4-fluorophenyl)methyl]-1-piperazinyl]-3-[[[[4-(dimethylamino)phenyl]amino]carbonyl]amino]-benzamide